6-(2,2,2-trifluoroethyl)pyrazolo[1,5-a]pyridine FC(CC=1C=CC=2N(C1)N=CC2)(F)F